4-(3,4-difluoro-2-methoxyphenyl)-1,1,1-trifluoro-2-methylbut-3-yn-2-ol FC=1C(=C(C=CC1F)C#CC(C(F)(F)F)(O)C)OC